O[C@@H]1CC[C@H](CC1)C(=O)O[C@@H]1CC[C@H](CC1)C(N(C[C@@H]1CC[C@H](CC1)C1=CC(=C(C=C1)OC)C)C1=CC(=CC=C1)C=1C=NN(C1)C1CC1)=O trans-4-((3-(1-Cyclopropyl-1H-pyrazol-4-yl)phenyl)((trans-4-(4-methoxy-3-methylphenyl)cyclohexyl)methyl)carbamoyl)-cyclohexyl trans-4-hydroxycyclohexanecarboxylate